Cl.FC(C1=C(C=CC(=C1)C(F)(F)F)N1N=C(C(=C1)N)C)(F)F (2,4-bis(trifluoromethyl)phenyl)-3-methyl-1H-pyrazol-4-amine hydrochloride